N-(3-(4-chlorophenyl)pyrrolidin-3-yl)-4-(trifluoromethoxy)benzenesulfonimidamide ClC1=CC=C(C=C1)C1(CNCC1)NS(=O)(=N)C1=CC=C(C=C1)OC(F)(F)F